ClC1=CC(=C(C=C1)C1=C(N(N=N1)C)CN1N=CC(=CC1=O)C=1C=NN(C1)C)F 2-((5-(4-chloro-2-fluoro-phenyl)-3-methyl-triazol-4-yl)methyl)-5-(1-methylpyrazol-4-yl)pyridazin-3-one